CC1=NOC(=C1C1=CC=C(C=C1)C1=CC=CC=2N1N=CC2C(=O)N2CCCCC2)C [7-[4-(3,5-dimethylisoxazol-4-yl)phenyl]pyrazolo[1,5-a]pyridin-3-yl]-(1-piperidyl)methanone